FC(C(F)(F)F)OCCF fluoroethyl tetrafluoroethyl ether